ClC1=C(OC2N(C=C(C=C2)C(F)(F)F)C2=C(C=CC(=C2)S(=O)(=O)C)F)C=CC(=C1)OC(F)(F)F 2-[2-chloro-4-(tri-fluoromethoxy)-phenoxy]-N-(2-fluoro-5-methyl-sulfonylphenyl)-5-(trifluoromethyl)-pyridine